3-amino-4,4-difluoro-3-(2-hydroxyethyl)-2-({[(cis)-4-phenylcyclohexyl]oxy}methyl)piperidine-1-carboxylic acid tert-butyl ester C(C)(C)(C)OC(=O)N1C(C(C(CC1)(F)F)(CCO)N)CO[C@@H]1CC[C@@H](CC1)C1=CC=CC=C1